C(#N)C=1N=CC(=NC1)C1=CC(=C(C=C1)C1=CC=C(N=N1)N([C@@H]1[C@@H]([C@H]2CCC[C@@H](C1)N2C(=O)OC(C)(C)C)F)C)OCOC tert-butyl (1R,2S,3S,5S)-3-((6-(4-(5-cyanopyrazin-2-yl)-2-(methoxymethoxy)phenyl)pyridazin-3-yl)(methyl)amino)-2-fluoro-9-azabicyclo[3.3.1]nonane-9-carboxylate